NCC(CN1N=NN(C1=O)C1=CC=C(C=C1)C1=CC=C(C=C1)S(=O)(=O)C)=C(F)F 1-[2-(aminomethyl)-3,3-difluoro-allyl]-4-[4-(4-methylsulfonylphenyl)phenyl]tetrazol-5-one